C(#C)C1=C2C(=CC(=CC2=CC=C1F)C#N)C1=C(C=2N=C(N=C(C2C=N1)N(C[C@@H]1NCCCC1)C)N1CCN(CC1)C)F (R)-5-ethynyl-6-fluoro-4-(8-fluoro-4-(methyl(piperidin-2-ylmethyl)amino)-2-(4-methylpiperazin-1-yl)pyrido[4,3-d]pyrimidin-7-yl)-2-naphthonitrile